(1aR,5aR)-2-(2,4-Difluoro-phenyl)-1a,2,5,5a-tetrahydro-1H-2,3-diaza-cyclopropa[a]pentalene-4-carboxylic acid (3-chloro-pyridin-4-yl)-amide ClC=1C=NC=CC1NC(=O)C=1C=2C[C@@H]3[C@H](C2N(N1)C1=C(C=C(C=C1)F)F)C3